3-amino-N-[(6S)-2-[(3S,4S)-3-amino-4-(methoxymethyl)pyrrolidin-1-yl]-3-fluoro-5,6,7,8-tetrahydroquinolin-6-yl]-6-methylthieno[2,3-b]pyridine-2-carboxamide NC1=C(SC2=NC(=CC=C21)C)C(=O)N[C@@H]2CC=1C=C(C(=NC1CC2)N2C[C@H]([C@H](C2)COC)N)F